methyl 6-(4-(3-(4-chloro-3-fluorophenyl)-1-(oxazol-2-ylmethyl)-1H-pyrrolo[2,3-b]pyridine-6-carbonyl)-3,3-dimethylpiperazin-1-yl)-2,4-dimethylnicotinate ClC1=C(C=C(C=C1)C1=CN(C2=NC(=CC=C21)C(=O)N2C(CN(CC2)C2=NC(=C(C(=O)OC)C(=C2)C)C)(C)C)CC=2OC=CN2)F